NCC(CCC)O 1-Aminopentan-2-ol